(E)-N-(4-(butylamino)-4-oxobut-2-en-2-yl)-N,N-dimethyldecan-1-aminium chloride [Cl-].C(CCC)NC(/C=C(\C)/[N+](CCCCCCCCCC)(C)C)=O